3-(3-(4-(benzyloxy)butoxy)-4-(4-methylpiperazin-1-yl)phenyl)-5-bromo-1-toluenesulfonyl-1H-pyrazolo[3,4-c]pyridine C(C1=CC=CC=C1)OCCCCOC=1C=C(C=CC1N1CCN(CC1)C)C1=NN(C2=CN=C(C=C21)Br)S(=O)(=O)CC2=CC=CC=C2